acrylonitrile glycidyl-acrylate C(C1CO1)OC(C=C)=O.C(C=C)#N